Methyl 2-hydroxy-5-(2,3,5,6-tetrafluoro-4-trifluoromethylbenzylamino)benzoate OC1=C(C(=O)OC)C=C(C=C1)NCC1=C(C(=C(C(=C1F)F)C(F)(F)F)F)F